1-(4-Bromophenyl)-2-(3-fluorophenyl)-2,11-dihydroimidazo[1',5':1,2]pyrido[3,4-b]indol-4-ium chloride [Cl-].BrC1=CC=C(C=C1)C=1N(C=[N+]2C1C=1NC3=CC=CC=C3C1C=C2)C2=CC(=CC=C2)F